FC(C1=CC=C(NC2=NN3C(CN(CC3)C(=O)OC(C)(C)C)=C2)C=C1)(F)F tert-butyl 2-[4-(trifluoromethyl)anilino]-6,7-dihydropyrazolo[1,5-a]pyrazine-5(4H)-carboxylate